ClC1=NC(=C2N=CN(C2=N1)[C@H]1[C@@H]([C@@H]([C@H](O1)COC(CO)P(O)(O)=O)O)O)NC1CCCC1 (1-(((2R,3S,4R,5R)-5-(2-chloro-6-(cyclopentylamino)-9H-purin-9-yl)-3,4-dihydroxytetrahydro-furan-2-yl)methoxy)-2-hydroxy-ethyl)phosphonic acid